C(C)N1CC(C1)NC(C1=C(C=C(C(=C1)F)N1N=C2N(CCCC2)C1=O)O[C@H](C(F)(F)F)C)=O N-(1-Ethylazetidin-3-yl)-5-fluoro-4-(3-oxo-5,6,7,8-tetrahydro[1,2,4]triazolo[4,3-a]pyridin-2(3H)-yl)-2-{[(2S)-1,1,1-trifluoropropan-2-yl]oxy}benzamide